ClC1=CC(=CC(=N1)N1CCN(CC1)S(=O)(=O)C1=CC=C(C=C1)N1C[C@@H](CC1=O)NC(OC(C)(C)C)=O)C([C@@H]1C[C@H](C1)O)(F)F tert-butyl N-[(3R)-1-[4-[4-[6-chloro-4-[trans-difluoro-(3-hydroxycyclobutyl)methyl]-2-pyridyl]piperazin-1-yl]sulfonylphenyl]-5-oxo-pyrrolidin-3-yl]carbamate